B(C1=CC=C(C=C1)S(=O)(=O)N2CCCC2)(O)O 4-(pyrrolidinylsulfonyl)phenylboronic acid